C(#N)C1=CC=C(C=C1)C(CN[C@H](C(=O)NC1=CC=C(C=N1)C1=CC(N(C=C1)C)=O)C1=CC=CC=C1)C (S)-2-((2-(4-cyanophenyl)propyl)amino)-N-(1'-methyl-2'-oxo-1',2'-dihydro-[3,4'-bipyridin]-6-yl)-2-phenylacetamide